C=1(C(=CC=C2C=CC=CC12)C(=O)O)C(=O)O.[Mg] magnesium naphthalenedicarboxylic acid